ClC=1C(=C(CNC(=O)[C@]2(C=3C=CC=NC3[C@H](CC2)O)F)C=CC1F)F (5S,8S)-N-(3-chloro-2,4-difluorobenzyl)-5-fluoro-8-hydroxy-5,6,7,8-tetra-hydroquinoline-5-carboxamide